C(#N)C1(CC1)CN1C=NC2=C1C=CC(=C2)C(N)=NO 1-((1-cyanocyclopropyl)methyl)-N'-hydroxy-1H-benzo[d]imidazole-5-carboximidamide